ClC1=CC=C(C=C1)C1=N[C@H](C=2N(C3=C1C=C(C=C3)OC)C(=NN2)C)CC(=O)NC=2C=C(C=CC2)B(O)O (3-(2-((4S)-6-(4-chlorophenyl)-8-methoxy-1-methyl-4H-benzo[f][1,2,4]triazolo[4,3-a][1,4]diazepin-4-yl)acetamido)phenyl)boronic acid